C(CCC(=O)[O-])(=O)OC(C=C)=O acryloyl succinate